2-chloro-4-[[4-[1-methyl-4-(trifluoromethyl)imidazol-2-yl]phenyl]methoxy]-6-(trifluoromethyl)pyrimidine ClC1=NC(=CC(=N1)OCC1=CC=C(C=C1)C=1N(C=C(N1)C(F)(F)F)C)C(F)(F)F